COC=1C=C(C=C(C1)[N+](=O)[O-])C12C(C=CC=3C[C@@H]4[C@@H]5C=C[C@@H]([C@@H]([C@@]5(C13)CCN4C)O2)O)O 4-(3-methoxy-5-nitro-phenyl)morphine